1-methyl-4-(nitromethyl)piperidin-4-ol tert-butyl-4-(2,6-dibromoisonicotinoyl)piperazine-1-carboxylate C(C)(C)(C)C1N(CCN(C1)C(C1=CC(=NC(=C1)Br)Br)=O)C(=O)OC1(CCN(CC1)C)C[N+](=O)[O-]